6'-((ethane-1,2-diylbis((carboxymethyl)azanediyl))bis(methylene))dipicolinic acid C(CN(CC(=O)O)CC=1C(=NC=CC1)C(=O)O)N(CC(=O)O)CC=1C(=NC=CC1)C(=O)O